O1CCC(CC1)C1=NN=CO1 5-(tetrahydro-2H-pyran-4-yl)-1,3,4-oxadiazol